3-sulfonylpropyl methacrylate potassium salt [K].C(C(=C)C)(=O)OCCC=S(=O)=O